C(C)OC(=O)[C@]1(C[C@H](CCC1)O[Si](C)(C)C(C)(C)C)F |r| (rac)-trans-3-((tert-butyldimethylsilyl)oxy)-1-fluorocyclohexanecarboxylic acid ethyl ester